ClC=1C=C2C(NC(N3C2=C(C1C1=C(C=C(C=C1)F)F)SC[C@H](C3)OC)=O)=O (S)-10-chloro-11-(2,4-difluorophenyl)-3-methoxy-3,4-dihydro-2H,6H-[1,4]thiazepino[2,3,4-ij]quinazoline-6,8(7H)-dione